C(C)OC=1N=CC2=C(N1)NC=C2C=2C=CC=1N(N2)C(=CN1)C 2-ethoxy-5-(3-methylimidazo[1,2-b]pyridazin-6-yl)-7H-pyrrolo[2,3-d]pyrimidine